NC=1N=C(C2=CC=CC=C2C1)C1=C(C=C2C(=NC(=NC2=C1F)OC[C@H]1N(CCC1)C)N1[C@H](CN(CC1)C(C=C)=O)C)Cl 1-((S)-4-((S)-7-(3-aminoisoquinolin-1-yl)-6-chloro-8-fluoro-2-(((S)-1-methylpyrrolidin-2-yl)methoxy)quinazolin-4-yl)-3-methylpiperazin-1-yl)prop-2-en-1-one